Methyl 2-chloro-4-[1-[[4-(2-phenoxyethylamino)tetrahydropyran-4-carbonyl]amino]cyclopropyl]benzoate ClC1=C(C(=O)OC)C=CC(=C1)C1(CC1)NC(=O)C1(CCOCC1)NCCOC1=CC=CC=C1